[Si](C)(C)(C(C)(C)C)OCCN1N=C(C(=C1)NC=O)OC1CCOCC1 N-(1-(2-((tert-butyldimethylsilyl)oxy)ethyl)-3-((tetrahydro-2H-pyran-4-yl)oxy)-1H-pyrazol-4-yl)formamide